CC1=CN=C(C(N1CC(=O)O)=O)NCCC1=CC=CC=C1 2-(6-methyl-2-oxo-3-(phenethylamino)pyrazin-1(2H)-yl)acetic acid